C(C(C)C)C1=CC=C(C=C1)CCC=O 3-(4-isobutylphenyl)propanal